C(C)(C)(C)OC(=O)NC1=CC=C(CCN([C@@H]2CC[C@H](CC2)C(=O)OC)C)C=C1 methyl trans-4-((4-((tert-butoxycarbonyl)amino)phenethyl)(methyl)amino)cyclohexane-1-carboxylate